(1R,2S)-5'-methoxy-2-{3-[(6-methoxy-2-methyl-1-oxo-2,3-dihydro-1H-isoindol-5-yl)amino]-1H-indazol-6-yl}spiro[cyclopropane-1,3'-indol]-2'(1'H)-one COC=1C=C2[C@]3(C(NC2=CC1)=O)[C@@H](C3)C3=CC=C1C(=NNC1=C3)NC=3C=C1CN(C(C1=CC3OC)=O)C